(2R,3S,4S,5R)-3-(3,4-difluoro-2-methoxyphenyl)-N-(2-(isoxazolidin-2-carbonyl)pyridin-4-yl)-4,5-Dimethyl-5-(trifluoromethyl)tetrahydrofuran-2-carboxamide FC=1C(=C(C=CC1F)[C@H]1[C@@H](O[C@]([C@H]1C)(C(F)(F)F)C)C(=O)NC1=CC(=NC=C1)C(=O)N1OCCC1)OC